FC1=C(CNC(C2=CC(=CC=C2)NC2=NC=C(C=N2)C2=CC(=CC=C2)F)=O)C=CC=C1 N-(2-fluorobenzyl)-3-((5-(3-fluorophenyl)pyrimidin-2-yl)amino)benzamide